F[P-](F)(F)(F)(F)F.[K+].N1N=[N+](C2=NC=CC=C21)[O-] 1H-1,2,3-triazolo[4,5-b]Pyridine 3-oxide potassium Hexafluorophosphate